1-oxo-1,3-dihydro-2H-pyrrolo[3,4-c]pyridine-2-carboxylate O=C1N(CC=2C=NC=CC21)C(=O)[O-]